(2-chloro-4-fluoro-phenyl)-[8-[5-(3-hydroxypyrrolidin-1-yl)sulfonyl-2-methoxy-phenyl]-3,8-diazabicyclo[3.2.1]octan-3-yl]methanone ClC1=C(C=CC(=C1)F)C(=O)N1CC2CCC(C1)N2C2=C(C=CC(=C2)S(=O)(=O)N2CC(CC2)O)OC